3-bromo-5-[1-(trifluoromethyl)cyclopropyl]-1H-1,2,4-triazole BrC1=NNC(=N1)C1(CC1)C(F)(F)F